ClC=1C=C(C(=O)N2C3=C(OCC2)C(=CN=C3)C3=CC=C(C#N)C=C3)C=CC1 4-(4-(3-chlorobenzoyl)-3,4-dihydro-2H-pyrido[4,3-b][1,4]oxazin-8-yl)benzonitrile